ClC1=C(C=C2C(=C(N(C2=C1F)C)C=1NC(=NN1)C(C)=O)C=1C=NNC1)OC 1-(5-(6-chloro-7-fluoro-5-methoxy-1-methyl-3-(1H-pyrazol-4-yl)-1H-indol-2-yl)-4H-1,2,4-triazol-3-yl)ethan-1-one